5-chloro-1-((5-(3-fluoro-5-methoxyphenyl)pyrimidin-2-yl)methyl)-1H-indazole ClC=1C=C2C=NN(C2=CC1)CC1=NC=C(C=N1)C1=CC(=CC(=C1)OC)F